C(#N)C1=CC=2C3=C(C=NC2C=C1)N=C(N3[C@H]3C[C@H](OCC3)C)CC(=O)OCC ethyl 2-(8-cyano-1-((2R,4R)-2-methyltetrahydro-2H-pyran-4-yl)-1H-imidazo[4,5-c]quinolin-2-yl)acetate